1-(3,4-dimethoxyphenyl)-4,4-bis(ethylthio)-3-(trifluoromethyl)but-3-en-1-one COC=1C=C(C=CC1OC)C(CC(=C(SCC)SCC)C(F)(F)F)=O